FC1=CC=C2C(=CNC2=C1)C(=O)N1CCN(CC1)C1=NC=C(C=N1)C(F)(F)F (6-fluoro-1H-indol-3-yl)(4-(5-(trifluoromethyl)pyrimidin-2-yl)piperazin-1-yl)methanone